NC1=C(C=C(C=N1)NC(C(=O)N1[C@H](CC[C@@H](C1)C)C=1C=CC2=C(N=C(S2)C(F)(F)F)C1)=O)C |r| rac-N-(6-Amino-5-methyl-3-pyridyl)-2-[(2R,5S)-5-methyl-2-[2-(trifluoromethyl)-1,3-benzothiazol-5-yl]-1-piperidyl]-2-oxo-acetamide